2-amino-7-fluoro-benzothiophene-3-carbonitrile NC=1SC2=C(C1C#N)C=CC=C2F